5-(4-(3-Cyclopropylprop-1-ynyl)phenylthio)-1H-1,2,3-triazole-4-carboxylic acid C1(CC1)CC#CC1=CC=C(C=C1)SC1=C(N=NN1)C(=O)O